[In].[Ni].[Zn] zinc-nickel-indium